P(O)(=O)(OP(=O)(O)OP(=O)(O)O)OC[C@@H]1[C@H]([C@H]([C@@H](O1)N1C=NC=2C(O)=NC=NC12)O)O.FC1=CC=C(C=C1)C1=NOC(=C1COC=1N=NC(=CC1)N1CC=2N(CC1)C(=NN2)C)C 3-(4-fluorophenyl)-5-methyl-4-(((6-(3-methyl-5,6-dihydro-[1,2,4]triazolo[4,3-a]pyrazin-7(8H)-yl)pyridazin-3-yl)oxy)methyl)isoxazole inosine-5'-triphosphate